3-(6-fluoro-1-methylindazol-5-yl)imidazol-2-one hydrochloride Cl.FC1=C(C=C2C=NN(C2=C1)C)N1C(NC=C1)=O